C(=O)(OC(C)(C)C)N(C(C(=O)NC)=O)N N'-Boc-amino-N-methyloxalyldiamine